ethyl 8-methyl-2-[(oxetan-3-yl)methyl]-4,5-dihydro-2H-furo[2,3-g]indazole-7-carboxylate CC1=C(OC=2CCC3=CN(N=C3C21)CC2COC2)C(=O)OCC